2-bromo-N-[2-fluoro-4-(trifluoromethyl)phenyl]acetamide BrCC(=O)NC1=C(C=C(C=C1)C(F)(F)F)F